C12(CCC(CC1)C2)NC(=S)N norbornyl-thiourea